C(C)(C)(C)OC(=O)N1CCN(CC1)C1=CC=CC=2N(C(N(C21)CC)=O)C2C(N(C(CC2)=O)CC2=CC=C(C=C2)OC)=O Tert-butyl-4-[3-ethyl-1-[1-[(4-methoxyphenyl)methyl]-2,6-dioxo-3-piperidyl]-2-oxo-benzimidazol-4-yl]piperazine-1-carboxylate